6-bromo-3-(4-hydroxyphenyl)-2-methylquinazolin-4(3H)-one BrC=1C=C2C(N(C(=NC2=CC1)C)C1=CC=C(C=C1)O)=O